(3R,4R)-4-[4-amino-2-cyclopropoxy-5-(methoxycarbonyl)phenoxy]-3-fluoropiperidine-1-carboxylic acid tert-butyl ester C(C)(C)(C)OC(=O)N1C[C@H]([C@@H](CC1)OC1=C(C=C(C(=C1)C(=O)OC)N)OC1CC1)F